5-Oxoprolin O=C1CC[C@H](N1)C(=O)O